CN(C(=O)NC1=CC(=CC=C1)OC(F)(F)F)C1=CC=2OC(C(=CC2S1)C(=O)O)=O 2-(1-methyl-3-(3-(trifluoromethoxy)phenyl)ureido)-5-oxo-5H-thieno[3,2-b]pyran-6-carboxylic acid